FC1(CCC(CC1)(C)C1=C(C=C(C=N1)NC(OC(C)(C)C)=O)F)F tert-butyl N-[6-(4,4-difluoro-1-methylcyclohexyl)-5-fluoropyridin-3-yl]carbamate